OCC1=CC=C(C=C1)N=NC1=CC=C(C=C1)CO 4,4'-dihydroxymethyl-azobenzene